Methyl 1-(6-methoxy-3-pyridyl)-6-oxo-pyridine-3-carboxylate COC1=CC=C(C=N1)N1C=C(C=CC1=O)C(=O)OC